7-Fluoro-9-methoxy-1,4,4-trimethyl-8-(3-methyl-1H-indol-7-yl)-5H-[1,2,4]triazolo[4,3-a]quinoxaline FC=1C=C2NC(C=3N(C2=C(C1C=1C=CC=C2C(=CNC12)C)OC)C(=NN3)C)(C)C